C1=NC=CC2=C1N(C1=CC=CC=C21)C2=C(C(=C(C(=C2N2C1=C(C3=CC=CC=C23)C=CN=C1)C=1OC2=C(N1)C=CC=C2)N2C1=C(C3=CC=CC=C23)C=CN=C1)N1C2=C(C3=CC=CC=C13)C=CN=C2)C=2OC1=C(N2)C=CC=C1 2,2'-(2,3,5,6-tetrakis(9H-pyrido[3,4-b]indol-9-yl)-1,4-phenylene)bis(benzo[d]oxazole)